FC(C1=C(C=C2CCCN(C2=C1)C1=C2C=CC=NC2=CC=N1)C=1C=NN(C1)C)F 5-[7-difluoromethyl-6-(1-methyl-1H-pyrazol-4-yl)-3,4-dihydro-2H-quinolin-1-yl]-[1,6]Naphthyridine